Cl.C(CC)[NH-] propylamide hydrochloride